2-[(2's,4r)-6-bromo-2',5-difluoro-1-oxo-spiro[3H-isoquinoline-4,1'-cyclopropane]-2-yl]acetic acid BrC=1C(=C2C(=CC1)C(N(C[C@]21[C@H](C1)F)CC(=O)O)=O)F